OC1=CC=C2CC(C(C2=C1)=O)C\C=C\C1=CC(=C(C=C1)O)OC (E)-6-hydroxy-2-((E)-3-(4-hydroxy-3-methoxyphenyl)allyl)-2,3-dihydro-1H-indenone